O=C1N(C=NC2=CC=C(C=C12)C1=CC=C(C=C1)NC(CCCC)=O)CCC N-(4-(4-oxo-3-propyl-3,4-dihydro-quinazolin-6-yl)phenyl)pentanamide